BrC1=CC=C(C=C1)C1CCC(O1)=O 5-(4-bromophenyl)dihydrofuran-2(3H)-one